4-fluorophenyl-1-phenyl-1H-imidazole FC1=CC=C(C=C1)C=1N(C=CN1)C1=CC=CC=C1